CC(CCCCCCCCC)=O 2-Undecanone